C(C1=CC=CC=C1)OC(=O)N1CCN(CC1)S(=O)(=O)C=1C=NC2=CC=C(C=C2C1NC1=C(C(=O)O)C(=CC=C1)OC)Br 2-[[3-(4-benzyloxycarbonyl-piperazin-1-yl)sulfonyl-6-bromo-4-quinolinyl]amino]-6-methoxy-benzoic acid